N1C(=NC2=C1C=CC=C2)C2=NOC(=C2)NC(C2=CC(=C(C=C2)OC)Cl)=O N-[3-(1H-benzimidazol-2-yl)isoxazol-5-yl]-3-chloro-4-methoxy-benzamide